N-[(1R,3S)-3-{[6-fluoro-2-(trifluoromethyl)quinolin-4-yl]amino}cyclohexyl]-1,3-dimethyl-1H-pyrazole-4-carboxamide FC=1C=C2C(=CC(=NC2=CC1)C(F)(F)F)N[C@@H]1C[C@@H](CCC1)NC(=O)C=1C(=NN(C1)C)C